C1(=CC=CC=C1)C1=C(NC=2C1=NC=CC2)C2=C(C=NC=C2)OC[C@@H]2N(CC2)C(C=C)=O |r| (RS)-1-(2-(((4-(3-phenyl-1H-pyrrolo[3,2-b]pyridin-2-yl)pyridin-3-yl)oxy)methyl)azetidin-1-yl)prop-2-en-1-one